O=CCC1(CN(C1)C(=O)OC(C)(C)C)C(=O)OC O1-tert-butyl O3-methyl 3-(2-oxoethyl)azetidine-1,3-dicarboxylate